7-(methoxymethyl)-2-(1H-pyrazol-4-yl)-8-((2-(trimethyl-silyl)ethoxy)methyl)-4,5,7,8-tetrahydro-3-oxa-1-thia-5a,8-diazabenzo[cd]azulen-9(6H)-one COCC1CN2C=3C(=C(SC3C(N1COCC[Si](C)(C)C)=O)C=1C=NNC1)OCC2